(R)-6-(2-(3',5'-dimethyl-[1,1'-biphenyl]-3-yl)-2-hydroxyacetyl)-2-(1-phenylcyclopropyl)-3,5,6,7,8,9-hexahydro-4H-pyrimido[5,4-c]azepin-4-one CC=1C=C(C=C(C1)C)C1=CC(=CC=C1)[C@H](C(=O)N1CC2=C(CCC1)N=C(NC2=O)C2(CC2)C2=CC=CC=C2)O